2-(1-(2-methylthiazol-4-yl)cyclopropyl)-5,6,7,8-tetrahydropyrido[4,3-d]pyrimidin-4(3H)-one CC=1SC=C(N1)C1(CC1)C=1NC(C2=C(N1)CCNC2)=O